BrC1=CC(=C(C(=C1)C(C)C)CC(=O)OC(C)(C)C)C(C)C tert-Butyl 2-(4-bromo-2,6-diisopropylphenyl)acetate